N1=C(C=CC=C1)SS[C@H]([C@@H](C)O)C (2R,3S)-3-(2-pyridyldithio)butan-2-ol